BrC1=CC(=CC=C1)Cl 1-Bromo-3-chloro-benzene